C(C(C)(C)C)(=O)OCN1N=NC(=C1)C1CN(CC1)C=1OC(=NN1)C=1C=NC(=NC1)NC1CC2=CC=C(C=C2C1)F (4-(1-(5-(2-((5-fluoro-2,3-dihydro-1H-inden-2-yl)amino)pyrimidine-5-yl)-1,3,4-oxadiazol-2-yl)pyrrolidin-3-yl)-1H-1,2,3-triazol-1-yl)methyl pivalate